2-chloro-N1-(4-chloro-3-(pyridin-2-yl)phenyl)-N4-(pyridin-2-ylmethyl)terephthalamide ClC1=C(C(=O)NC2=CC(=C(C=C2)Cl)C2=NC=CC=C2)C=CC(=C1)C(=O)NCC1=NC=CC=C1